7-Chloro-4-methyl-1,2-dihydronaphthalene ClC1=CC=C2C(=CCCC2=C1)C